N-(2,4-dimethoxy-6-(4-methoxystyryl)benzyl)-2-methoxy-N-phenylacetamide COC1=C(CN(C(COC)=O)C2=CC=CC=C2)C(=CC(=C1)OC)C=CC1=CC=C(C=C1)OC